N1=C(C=CC=C1)SSCCCC(=O)O 4-(2-pyridyldithio)butanoic acid